(S)-N-(4-chlorobenzyl)-2-((1-((3,4-dihydroxy-2-methylbutan-2-yl)sulfonyl)cyclopropyl)methyl)-7-methyl-1-oxo-1,2,3,4-tetrahydropyrrolo[1,2-a]pyrazine-6-carboxamide ClC1=CC=C(CNC(=O)C2=C(C=C3N2CCN(C3=O)CC3(CC3)S(=O)(=O)C(C)([C@H](CO)O)C)C)C=C1